ClC1=CC=C(C=C1)[C+]1OC(=CC(=C1)C1=CC=C(C=C1)Cl)C1=CC=C(C=C1)Cl 2,4,6-tris-(4-chloro-phenyl)-pyranylium